N-(4-([1,2,4]triazolo[1,5-a]pyridin-7-yloxy)-2-fluoro-3-methylphenyl)-6-(piperazin-1-yl)pyrido[3,2-d]pyrimidin-4-amine N=1C=NN2C1C=C(C=C2)OC2=C(C(=C(C=C2)NC=2C1=C(N=CN2)C=CC(=N1)N1CCNCC1)F)C